4-(((5-(hydroxymethyl)thiazol-4-yl)methoxy)methyl)-2-methyl-N-(1-(2-(1-methyl-1H-pyrazol-4-yl)quinolin-4-yl)cyclopropyl)benzamide OCC1=C(N=CS1)COCC1=CC(=C(C(=O)NC2(CC2)C2=CC(=NC3=CC=CC=C23)C=2C=NN(C2)C)C=C1)C